(R)-1-(2,4-Dimethoxybenzyl)-5-ethoxy-6-methyl-1,2,3,6-tetrahydropyrazine COC1=C(CN2CCN=C([C@H]2C)OCC)C=CC(=C1)OC